1-(3-methoxypropyl)-4-Piperidinamine COCCCN1CCC(CC1)N